tert-butyl 1-(3,4-difluorophenyl)-2-oxo-1,9-diazaspiro[5.5]undecan-9-carboxylate FC=1C=C(C=CC1F)N1C(CCCC12CCN(CC2)C(=O)OC(C)(C)C)=O